C(#N)C1=C(C=CC(=C1)C(F)(F)F)N1CCC(CC1)(C(=O)N[C@@H]1CN(CC1)C)C=1C=C(C(=NC1)C=1C(=NC=CC1)OCC)F 1-[2-cyano-4-(trifluoromethyl)phenyl]-4-{2'-ethoxy-3-fluoro-[2,3'-bipyridinyl]-5-yl}-N-[(3S)-1-methylpyrrolidin-3-yl]piperidine-4-carboxamide